trichlorocarbonyl-(triphenylphosphine) rhenium (V) [Re+5].ClC(=O)C1=C(C(=C(C=C1)P(C1=CC=CC=C1)C1=CC=CC=C1)C(=O)Cl)C(=O)Cl